9-fluoro-10-methoxy-3-methyl-6-((((S)-1-(6-nitropyridin-3-yl)piperidin-3-yl)amino)methyl)-2,3-dihydro-7H-[1,4]oxazino[2,3,4-ij]quinolin-7-one FC=1C=C2C(C(=CN3C2=C(C1OC)OCC3C)CN[C@@H]3CN(CCC3)C=3C=NC(=CC3)[N+](=O)[O-])=O